CC=1C(=NC=C(N1)C(F)(F)F)N1C(O[C@]2(C1)C[C@H](CCC2)CN2C=NC1=C2C=C(C=C1)C#N)=O 1-(((5s,7s)-3-(3-methyl-5-(trifluoromethyl)pyrazin-2-yl)-2-oxo-1-oxa-3-azaspiro[4.5]decan-7-yl)methyl)-1H-benzo[d]imidazole-6-carbonitrile